1-((S or R)-7-((3-chloropyridin-2-yl)oxy)-4-azaspiro[2.5]octan-4-yl)-2-(3-((3S,4R)-3-fluoro-4-hydroxypiperidine-1-carbonyl)-4,5,6,7-tetrahydro-1H-indazol-1-yl)ethanone ClC=1C(=NC=CC1)O[C@H]1CCN(C2(CC2)C1)C(CN1N=C(C=2CCCCC12)C(=O)N1C[C@@H]([C@@H](CC1)O)F)=O |o1:8|